bismuthic neodecanoate C(CCCCCC(C)(C)C)(=O)[O-].[Bi+5].C(CCCCCC(C)(C)C)(=O)[O-].C(CCCCCC(C)(C)C)(=O)[O-].C(CCCCCC(C)(C)C)(=O)[O-].C(CCCCCC(C)(C)C)(=O)[O-]